4-Hydroxy-2-thiophenecarboxylic acid OC=1C=C(SC1)C(=O)O